C(#N)COC(C(C)(C)OC(C1=C(C=CC(=C1)N1C(N(C(=CC1=O)C(F)(F)F)N)=O)Cl)=O)=O 1-(Cyanomethoxy)-2-methyl-1-oxopropan-2-yl-5-[3-amino-2,6-dioxo-4-(trifluoromethyl)-3,6-dihydropyrimidine-1(2H)-yl]-2-chlorobenzoate